methyl (2S)-2-amino-3-hydroxypropanoate hydrochloride Cl.N[C@H](C(=O)OC)CO